cobalt (II) di(triphenylphosphine) iodide [I-].C1(=CC=CC=C1)P(C1=CC=CC=C1)C1=CC=CC=C1.C1(=CC=CC=C1)P(C1=CC=CC=C1)C1=CC=CC=C1.[Co+2].[I-]